tert-butyl N-ethyl-N-{1-[8-({8-fluoro-2-methylimidazo[1,2-a]pyridin-6-yl}carbamoyl)-2-methylquinolin-5-yl]piperidin-4-yl}carbamate C(C)N(C(OC(C)(C)C)=O)C1CCN(CC1)C1=C2C=CC(=NC2=C(C=C1)C(NC=1C=C(C=2N(C1)C=C(N2)C)F)=O)C